2-cyclopropyl-1-[(2S,5S)-2,3-dihydro-2,5-methano-1,4-benzoxazepin-4(5H)-yl]-2-methylpropan-1-one C1(CC1)C(C(=O)N1C[C@H]2OC3=C([C@@H]1C2)C=CC=C3)(C)C